ClC=1C(=NC=CC1)CN1CCN(CC1)C1=C(C(=CC(=C1)CC(C)C)F)C=1N=NNN1 1-[(3-chloro-2-pyridyl)methyl]-4-[3-fluoro-5-isobutyl-2-(2H-tetrazol-5-yl)phenyl]piperazine